CC1=C(C(=O)NC=2C=C(C=C(C2)C2=CC=CC=C2)CC(=O)O)C(=CC(=C1)OCCC1=CC=CC=C1)C (5-{[2,6-dimethyl-4-(2-phenylethoxy)benzoyl]amino}-3-biphenylyl)acetic acid